FC(OC([C@@H]1N(C(OC1)(C)C)C(=O)OC(C)(C)C)([2H])[2H])F tert-butyl (4R)-4-[(difluoromethoxy)(2H2)methyl]-2,2-dimethyl-1,3-oxazolidine-3-carboxylate